CS(=O)(=O)O[C@H]1CC[C@@]2(C3CC[C@@]4(C(=CCC4C3CC=C2C1)N1C=NC(=C1)C)C)C (3S,10R,13S)-10,13-dimethyl-17-(4-methyl-1H-imidazol-1-yl)-2,3,4,7,8,9,10,11,12,13,14,15-dodecahydro-1H-cyclopenta[a]phenanthren-3-yl methanesulfonate